BrC1=CC=C2C(CC(C2=C1)=O)N1CCCCC1 6-bromo-3-(piperidin-1-yl)-2,3-dihydro-1H-inden-1-one